pyrido(1,2-a)benzimidazole C1=CC=CC2=NC3=C(N21)C=CC=C3